6-(1-acetyl-4-hydroxypiperidin-4-yl)-2,8-dimethyl-4-{[(1R)-1-[2-methyl-3-(trifluoromethyl)phenyl]prop-2-yn-1-yl]amino}-7H,8H-pyrido[2,3-d]pyrimidin-7-one C(C)(=O)N1CCC(CC1)(O)C1=CC2=C(N=C(N=C2N[C@H](C#C)C2=C(C(=CC=C2)C(F)(F)F)C)C)N(C1=O)C